(S)-2-amino-3-(3-(2-carbamoyl-6-(trifluoromethoxy)-1H-indol-1-yl)phenyl)propanoic acid TFA salt OC(=O)C(F)(F)F.N[C@H](C(=O)O)CC1=CC(=CC=C1)N1C(=CC2=CC=C(C=C12)OC(F)(F)F)C(N)=O